ClC=1C=C2CCCN(C2=CC1)CCCCC1=CC(=NO1)C(=O)NO 5-(4-(6-chloro-3,4-dihydroquinolin-1(2H)-yl)butyl)-N-hydroxyisoxazole-3-carboxamide